ClC1=C(C(=CC=C1)Cl)N1CC(C1)C1=CC(=C(C(=C1)C)CN1CCC(CC1)(O)C)C 1-[[4-[1-(2,6-dichlorophenyl)azetidin-3-yl]-2,6-dimethyl-phenyl]methyl]-4-methyl-piperidin-4-ol